1-(propan-2-yl)-1H-pyrazol-3-amine CC(C)N1N=C(C=C1)N